CN1N=C(C=C1C)NC1=NC=C(C(=N1)C1=CNC2=C(C=CC=C12)NC(CN1C[C@H](CC1)OC1=NC=NC(=C1)N1C[C@H](CC1)O)=O)C N-(3-(2-((1,5-dimethyl-1H-pyrazol-3-yl)amino)-5-methylpyrimidin-4-yl)-1H-indol-7-yl)-2-((S)-3-((6-((S)-3-hydroxypyrrolidin-1-yl)pyrimidin-4-yl)oxy)pyrrolidin-1-yl)acetamide